S1C=NC2=C1C=CC(=C2)NC2=CC=NC=1C=C3C(=CC21)S(C=C3C3=CC=C(C=C3)F)(=O)=O 8-(benzo[d]thiazol-5-ylamino)-3-(4-fluorophenyl)thieno[2,3-g]quinoline 1,1-dioxide